2-[4-[5-Amino-4-cyano-1-(1-methoxy-2-methylpropan-2-yl)pyrazol-3-yl]phenyl]-N-[3-(2,2-dimethylpropyl)-1,2-oxazol-5-yl]acetamide NC1=C(C(=NN1C(COC)(C)C)C1=CC=C(C=C1)CC(=O)NC1=CC(=NO1)CC(C)(C)C)C#N